FC1=CC(=NC(=C1)C1CNCCC1)C=1C=NN2C1C=CC=C2 3-[4-fluoro-6-(3-piperidyl)-2-pyridyl]pyrazolo[1,5-a]pyridine